sodium diethyl dithiodiformate C(=O)(OCC)SSC(=O)OCC.[Na]